(S)-3-ethynyl-13-(3-fluoro-4-((4-methylpyrimidin-2-yl)oxy)phenyl)-7-methyl-6,7-dihydropyrido[3,4-f]pyrimido[5',4':4,5]pyrrolo[1,2-d][1,4]oxazepin-12-amine C(#C)C1=CC2=C(C=3N([C@H](CO2)C)C2=C(C3C3=CC(=C(C=C3)OC3=NC=CC(=N3)C)F)C(=NC=N2)N)C=N1